1-{(S)-2-[(S)-3-Isobutyl-2-oxo-1-piperazinyl]-4-methylvaleryl}-4-piperidyl phenylacetate C1(=CC=CC=C1)CC(=O)OC1CCN(CC1)C([C@H](CC(C)C)N1C([C@@H](NCC1)CC(C)C)=O)=O